(R)-(6-chloro-1-(dimethoxymethyl)-1,2,3,4-tetrahydronaphthalen-1-yl)methanol ClC=1C=C2CCC[C@](C2=CC1)(C(OC)OC)CO